methyl 2-[3-hydroxy-4-[4-[2-hydroxy-4-(1-methoxycarbonylpropoxy)phenyl]-6-(4-methoxy-phenyl)-1,3,5-triazin-2-yl]phenoxy]butanoate OC=1C=C(OC(C(=O)OC)CC)C=CC1C1=NC(=NC(=N1)C1=C(C=C(C=C1)OC(CC)C(=O)OC)O)C1=CC=C(C=C1)OC